4-(3-amino-4-methoxy-1H-indazol-5-yl)-N-((1R,2S)-2-hydroxycyclopentyl)-3-methylbenzenesulfonamide NC1=NNC2=CC=C(C(=C12)OC)C1=C(C=C(C=C1)S(=O)(=O)N[C@H]1[C@H](CCC1)O)C